tert-butyl N-[1-([8-carbamoyl-6-chloropyrido[3,2-d]pyrimidin-4-yl]amino)propan-2-yl]carbamate C(N)(=O)C1=CC(=NC2=C1N=CN=C2NCC(C)NC(OC(C)(C)C)=O)Cl